2-((4-(4-chloro-2-(4-chloro-2-fluorophenyl)-2H-chromene-8-yl)piperidine-1-yl)methyl)-3-(((S)-oxetan-2-yl)methyl)-3H-imidazo[4,5-b]pyridine-5-carboxylic acid ClC1=CC(OC2=C(C=CC=C12)C1CCN(CC1)CC1=NC=2C(=NC(=CC2)C(=O)O)N1C[C@H]1OCC1)C1=C(C=C(C=C1)Cl)F